(3R)-N-{6,7-dimethoxy-1H,2H,3H-cyclopenta[b]quinolin-9-yl}piperidin-3-amine COC=1C(=CC=2C(=C3C(=NC2C1)CCC3)N[C@H]3CNCCC3)OC